1-tetradecadienal C(C=CC=CCCCCCCCCC)=O